(2R)-1-[(4R)-4-benzyl-2-oxo-oxazolidin-3-yl]-3-(3,5-dimethoxy-4-methyl-phenyl)-2-indan-2-yloxy-propane-1,3-dione C(C1=CC=CC=C1)[C@H]1N(C(OC1)=O)C([C@@H](C(=O)C1=CC(=C(C(=C1)OC)C)OC)OC1CC2=CC=CC=C2C1)=O